C1(CCCC1)C1=C2C=CC=C(C2=CC=C1)C1=C(C(=O)N)C=CC(=C1)F (5-cyclopentylnaphthalen-1-yl)-4-fluorobenzamide